BrC1=CC(=CC=C1)SC1CC1 1-bromo-3-(cyclopropylsulfanyl)benzene